4-((R,5S)-3,8-diazabicyclo[3.2.1]octan-3-yl)-7-(8-chloronaphthalen-1-yl)-8-fluoro-2-(((S)-1-isopropylpyrrolidin-2-yl)methoxy)pyrido[4,3-d]pyrimidine [C@H]12CN(C[C@H](CC1)N2)C=2C1=C(N=C(N2)OC[C@H]2N(CCC2)C(C)C)C(=C(N=C1)C1=CC=CC2=CC=CC(=C12)Cl)F